C(C)(C)C1=C(NC2=CC=C(C=C12)OC1CCNCC1)C1=CC(=NC=C1)C 3-isopropyl-2-(2-methylpyridin-4-yl)-5-(piperidin-4-yloxy)-1H-indole